NCC(C1=CC=C(C=C1)C(F)(F)F)N1N=C(C(=C1)C1=C(C(=NC=C1)N)C1=CC=C(C=C1)Cl)F 4-(1-{2-amino-1-[p-(trifluoromethyl)phenyl]ethyl}-3-fluoro-1H-pyrazol-4-yl)-3-(p-chlorophenyl)-2-pyridinamine